phosphine palladium diacetate C(C)(=O)[O-].C(C)(=O)[O-].[Pd+2].P